6-[3-[2-[1-(Trifluoromethyl)cyclopropyl]ethoxy]pyrazol-1-yl]-2-[(4S)-2,2,4-trimethylpyrrolidin-1-yl]pyridine-3-carboxylic acid FC(C1(CC1)CCOC1=NN(C=C1)C1=CC=C(C(=N1)N1C(C[C@@H](C1)C)(C)C)C(=O)O)(F)F